Cl.ClC=1C=C(C=CC1)N1C(CNCC1)=O 1-(3-chlorophenyl)piperazin-2-one hydrochloride